BrC=1C=C(N)C=C(C1F)C(F)(F)F 3-bromo-4-fluoro-5-(trifluoromethyl)aniline